C(CCCCCCCCCCCCCCCCC)(=O)OCC(CNC(C(CC(=O)OCC1=CC=CC=C1)NC(=O)OC(C)(C)C)=O)OC(CCCCCCCCCCCCCCCCC)=O 3-(4-(benzyloxy)-2-((tert-butoxycarbonyl)amino)4-oxobutanamido)propane-1,2-diyl distearate